C1(CC1)CC1=NC(=C2C(=N1)NN=C2)NC=2N=CN(C2)C2=CC(=C(C(=C2)OC)OC)OC 6-(cyclopropylmethyl)-N-(1-(3,4,5-trimethoxyphenyl)-1H-imidazol-4-yl)-1H-pyrazolo[3,4-d]Pyrimidine-4-amine